FC1=C(C=C(C=C1)F)[C@@]1(O[C@H]1C)CN1N=CN=C1 1-(((2R,3S)-2-(2,5-difluorophenyl)-3-methyl-oxirane-2-yl)methyl)-1H-1,2,4-triazole